8-(1-((2-bromo-6-chloropyridin-3-yl)amino)ethyl)-2-(dimethylamino)-3,6-dimethyl-4H-chromen-4-one BrC1=NC(=CC=C1NC(C)C=1C=C(C=C2C(C(=C(OC12)N(C)C)C)=O)C)Cl